[(3-(trifluoromethyl)phenyl)amino]benzoate FC(C=1C=C(C=CC1)NC1=C(C(=O)[O-])C=CC=C1)(F)F